FC(SC1=CC=C(C=C1)SCCC1=CC=C(N)C=C1)(F)F 4-(2-((4-(trifluoromethylthio)phenyl)thio)ethyl)aniline